CN(C1C[C@@H]2COC[C@H](C1)N2C(=O)OC(C)(C)C)C=2N=NC(=CC2)C2=C1C=NN(C1=C(C=C2)N2N=CC=C2)COCC[Si](C)(C)C tert-butyl (1S,5R)-7-[methyl-[6-[7-pyrazol-1-yl-1-(2-trimethylsilylethoxymethyl)indazol-4-yl]pyridazin-3-yl]amino]-3-oxa-9-azabicyclo[3.3.1]nonane-9-carboxylate